C(#N)C=1C=CC(=C2C=CC=NC12)[N] (8-cyanoquinolin-5-yl)-nitrogen